OC1CCN(CC1)C=1C=CC(=NC1)NC1=CC(=NC=2C=CNC(C12)=O)N1CCCCC1 4-[[5-(4-hydroxy-1-piperidyl)-2-pyridyl]amino]-2-(1-piperidyl)-6H-1,6-naphthyridin-5-one